tert-butyl N-[2-[2-oxo-3-(3-oxo-4H-1,4-benzoxazin-6-yl)-1,3-oxazolidin-5-yl]ethyl]carbamate O=C1OC(CN1C=1C=CC2=C(NC(CO2)=O)C1)CCNC(OC(C)(C)C)=O